N-[1-(1H-indol-3-ylmethyl)pentyl]-2-[3-(trifluoromethyl)-6,8-dihydro-5H-[1,2,4]Triazolo[4,3-a]Pyrazin-7-yl]Thiazole-5-carboxamide N1C=C(C2=CC=CC=C12)CC(CCCC)NC(=O)C1=CN=C(S1)N1CC=2N(CC1)C(=NN2)C(F)(F)F